C(C)(C)N1C(=NN=C1)OCC1CC(C1)C=1C=NC(=NC1)N 5-((1s,3s)-3-(((4-isopropyl-4H-1,2,4-triazol-3-yl)oxy)methyl)cyclobutyl)pyrimidin-2-amine